FC=1C=C2C(=CNC2=CC1)CCC1N(CCC=2C=C3C(=CC12)OCO3)CC3CCNCC3 5-(2-(5-fluoro-1H-indol-3-yl)ethyl)-6-(piperidin-4-ylmethyl)-5,6,7,8-tetrahydro-[1,3]dioxolo[4,5-g]isoquinoline